CC=1N(C=C[N+]1C)CCCC 2,3-dimethyl-1-butyl-imidazolium